C12(C(=C(C=C3C4=CC=CC=C4C=C13)N)N)C=CC=C1C3=CC=CC=C3C=C12 Spirobifluoren-Diamin